ClC=1C=C2C=C(NC2=CC1OCC=1N=CSC1)CNC(C([2H])([2H])[2H])=O N-((5-chloro-6-(thiazol-4-ylmethoxy)-1H-indol-2-yl)methyl)acetamide-2,2,2-d3